3,5-dichloro-4-hydroxy-N-(3-(2-morpholinobenzyl)-4-oxo-3,4-dihydroquinazolin-5-yl)benzamide ClC=1C=C(C(=O)NC2=C3C(N(C=NC3=CC=C2)CC2=C(C=CC=C2)N2CCOCC2)=O)C=C(C1O)Cl